5-methyl-1,2,5-thiadiazolidine 1,1-dioxide CN1CCNS1(=O)=O